(3aS,5aS,8R,9R,10aS)-9-(tert-butyl)-6-(4-hydroxyphenyl)-9-hydroxy-2,4,7-trioxodecahydrofuro[3'',2'':2',3']cyclopenta[1',2':3,4]furo[2,3-b]pyrrol-8-yl benzoate C(C1=CC=CC=C1)(=O)O[C@@H]1C23[C@@H](N(C1=O)C1=CC=C(C=C1)O)OC([C@]21[C@H](C[C@@]3(O)C(C)(C)C)OC(C1)=O)=O